(4-fluorobenzyl)zinc (II) chloride [Cl-].FC1=CC=C(C[Zn+])C=C1